2,2,3,3,4,4,5-heptafluorocyclopentene FC1(C=C(C(C1(F)F)(F)F)F)F